isopropyl (S)-2-((S)-2-(3-amino-3-oxopropoxy)-3-(1H-indol-3-yl)propanamido)-6-diazo-5-oxohexanoate NC(CCO[C@H](C(=O)N[C@H](C(=O)OC(C)C)CCC(C=[N+]=[N-])=O)CC1=CNC2=CC=CC=C12)=O